N-(4-(2-((4-Amino-3-(3-hydroxyphenyl)-1H-pyrazolo[3,4-d]pyrimidin-1-yl)methyl)-3-(2-chlorobenzyl)-4-oxo-3,4-dihydroquinazolin-5-yl)but-3-yn-1-yl)morpholine-4-carboxamide NC1=C2C(=NC=N1)N(N=C2C2=CC(=CC=C2)O)CC2=NC1=CC=CC(=C1C(N2CC2=C(C=CC=C2)Cl)=O)C#CCCNC(=O)N2CCOCC2